BrC1=C(C=C2CCCC2=C1)N 6-bromo-2,3-dihydro-1H-indene-5-amine